FC1=C(C=CC(=C1)C(F)(F)F)NC1=NC=2C(N=C1OC)=NON2 N-(2-FLUORO-4-(TRIFLUOROMETHYL)PHENYL)-6-METHOXY-[1,2,5]OXADIAZOLO[3,4-B]PYRAZIN-5-AMINE